2-(m-Tolyl)-1H-benzo[d]imidazole-4-carboxamide C1(=CC(=CC=C1)C1=NC2=C(N1)C=CC=C2C(=O)N)C